6-chloro-4-((3',4'-diamino-6-fluoro-[1,1'-biphenyl]-3-yl)methyl)phthalazin-1(2H)-one ClC=1C=C2C(=NNC(C2=CC1)=O)CC=1C=C(C(=CC1)F)C1=CC(=C(C=C1)N)N